6-((6-(2-methoxyethoxy)pyrazolo[1,5-a]pyrazin-3-yl)oxy)-1-methyl-2-((1-methyl-2-oxo-5-(trifluoromethyl)-1,2-dihydropyridin-3-yl)amino)-1H-imidazo[4,5-b]pyridine-7-carbonitrile COCCOC=1N=CC=2N(C1)N=CC2OC=2C(=C1C(=NC2)N=C(N1C)NC=1C(N(C=C(C1)C(F)(F)F)C)=O)C#N